(-)-4-chloromethyl-2,2-dimethyl-1,3-dioxolane ClCC1OC(OC1)(C)C